F[C@H]1[C@H](C1)C(=O)NC1=NC=C2C=C(C=3N(C2=C1)C=CN3)C=3C=NC(=CC3C)[C@H](CC)O (1R,2R)-2-fluoro-N-(4-{6-[(1S)-1-hydroxypropyl]-4-methylpyridin-3-yl}imidazo[1,2-a]1,6-naphthyridin-8-yl)cyclopropane-1-carboxamide